5-fluoro-8-methoxy-3,3-dimethyl-3,4-dihydroquinoxaline-2(1H)-thione FC1=C2NC(C(NC2=C(C=C1)OC)=S)(C)C